FC1=C(C=C(C(=C1O)F)C(F)(F)F)C=1OC2=C(N1)C=C(C=C2)C(=O)NC2CN(C2)S(=O)(=O)C 2-(2,4-Difluoro-3-hydroxy-5-(trifluoromethyl)phenyl)-N-(1-(methylsulfonyl)azetidin-3-yl)benzo[d]oxazole-5-carboxamide